C(C)(C)(C)OCCO ethylene glycol tertbutyl ether